3-[2-[8-chloro-5-(methoxymethoxy)-4-oxo-chroman-2-yl]-5-(trifluoromethyl)phenoxy]propionic acid ClC=1C=CC(=C2C(CC(OC12)C1=C(OCCC(=O)O)C=C(C=C1)C(F)(F)F)=O)OCOC